tert-butyl (3aS,6aS)-2,3,3a,4,6,6a-hexahydro-1H-pyrrolo[3,4-c]pyrrole-5-carboxylate C1NC[C@@H]2[C@@H]1CN(C2)C(=O)OC(C)(C)C